(R)-2-(3-(4-amino-3-(2-fluoro-6-phenoxypyridin-3-yl)-1H-pyrazolo[3,4-d]pyrimidin-1-yl)pyrrole-1-carbonyl)-3-(1-aminocyclopropyl)acrylonitrile NC1=C2C(=NC=N1)N(N=C2C=2C(=NC(=CC2)OC2=CC=CC=C2)F)C2=CN(C=C2)C(=O)C(C#N)=CC2(CC2)N